[Ca].[V] vanadium, calcium salt